methyl acetate (4-(prop-1-en-2-yl)cyclohex-1-en-1-yl)methyl-acetate (dihydrocumyl-acetate) C(C)(C)(C1CC=CC=C1)CC(=O)O.C=C(C)C1CC=C(CC1)COC(C)=O.C(C)(=O)OC